C1(=CC=CC=C1)N1N=CC(=C1)C=1SC=C(N1)C(=O)N1C[C@@H](CC1)CN 1-[(3S)-1-[2-(1-phenyl-1H-pyrazol-4-yl)-1,3-thiazole-4-carbonyl]pyrrolidin-3-yl]methanamine